3-amino-N-(5-tert-butyl-4-chloro-1,3-thiazol-2-yl)-1-chlorocyclobutane-1-carboxamide 2,2,2-trifluoroacetate FC(C(=O)O)(F)F.NC1CC(C1)(C(=O)NC=1SC(=C(N1)Cl)C(C)(C)C)Cl